CS(=O)(=O)N1CCN(C2=C(C1)C=C(C=C2)C2=CC=CC(=N2)[C@@H](CO)O)C2=CC=C(C=C2)C(F)(F)F (S)-1-(6-(4-(methylsulfonyl)-1-(4-(trifluoromethyl)phenyl)-2,3,4,5-tetrahydro-1H-benzo[e][1,4]diazepin-7-yl)pyridin-2-yl)ethane-1,2-diol